3-[(1S)-1-(2,2-difluoro-1,3-benzodioxol-5-yl)ethoxyphenyl-3-(trifluoromethyl)-4,5,6,7-tetrahydroindazole-7-carbonyl]piperidine-4-carboxylic acid FC1(OC2=C(O1)C=CC(=C2)[C@H](C)OC2(C=1C(=NNC1C(CC2)C(=O)C2CNCCC2C(=O)O)C(F)(F)F)C2=CC=CC=C2)F